ClC1=CC=C(N=N1)N[C@@H]1CNC[C@@H](C1)F |r| (rac)-cis-6-Chloro-N-(5-fluoropiperidin-3-yl)pyridazin-3-amine